N12CCCC2C1 azabicyclo[3.1.0]hexan